((((3-(2-methyl-1H-imidazol-1-yl)propyl)azanediyl)bis(ethane-2,1-diyl))bis(oxy))bis(propane-3,1-diyl) bis(2-hexyldecanoate) C(CCCCC)C(C(=O)OCCCOCCN(CCOCCCOC(C(CCCCCCCC)CCCCCC)=O)CCCN1C(=NC=C1)C)CCCCCCCC